NC1=NC=CC2=CC(=CC=C12)CNC(C1=C(N=CC(=C1)Cl)Cl)=O N-((1-aminoisoquinolin-6-yl)methyl)-2,5-dichloronicotinamide